4-(6-((4-chloro-2-fluorobenzyl)oxy)pyridin-2-yl)piperazine hydrochloride Cl.ClC1=CC(=C(COC2=CC=CC(=N2)N2CCNCC2)C=C1)F